FC(OC=1C=CC(=NC1)CNC(C)C)(F)F N-((5-(trifluoromethoxy)pyridin-2-yl)methyl)propan-2-amine